2-[4-(3,5-difluorophenyl)-6-oxo-3-propan-2-ylpyridazin-1-yl]-N-(5-fluoropyrimidin-4-yl)acetamide stearyl-phosphate C(CCCCCCCCCCCCCCCCC)OP(=O)(O)O.FC=1C=C(C=C(C1)F)C=1C(=NN(C(C1)=O)CC(=O)NC1=NC=NC=C1F)C(C)C